[Ti].[Ga].[Hf] hafnium-gallium-titanium